(S)-cyclopropyl(methyl)((6-((R)-3-methylmorpholino)-2-(1H-pyrrolo[2,3-b]pyridin-4-yl)pyrimidin-4-yl)imino)-λ6-sulfanone C1(CC1)[S@](=O)(=NC1=NC(=NC(=C1)N1[C@@H](COCC1)C)C1=C2C(=NC=C1)NC=C2)C